2-(2,6-dioxopiperidin-3-yl)-5-((3-(cis-3-(4-(6-(4-methylpiperazin-1-yl)quinoxalin-2-yl)-1H-pyrazol-1-yl)cyclobutyl)propyl)amino)isoindoline-1,3-dione O=C1NC(CCC1N1C(C2=CC=C(C=C2C1=O)NCCC[C@@H]1C[C@@H](C1)N1N=CC(=C1)C1=NC2=CC=C(C=C2N=C1)N1CCN(CC1)C)=O)=O